adenosine 5'-[α,β-methylene]diphosphate C1=NC(=C2C(=N1)N(C=N2)[C@H]3[C@@H]([C@@H]([C@H](O3)COP(=O)(CP(=O)(O)[O-])O)O)O)N.[Na+]